BrCC1=C(C=CC(=C1)C(F)(F)F)C(F)(F)F 2-bromomethyl-1,4-bis(trifluoromethyl)benzene